The molecule is a cyclodepsipeptide isolated from Jaspis splendens and has been shown to exhibit antineoplastic activity. It has a role as an antineoplastic agent, an apoptosis inducer, an animal metabolite and a marine metabolite. It is a cyclodepsipeptide and a member of phenols. C[C@@H]\\1C[C@@H](OC(=O)C[C@@H](NC(=O)[C@H](N(C(=O)[C@@H](NC(=O)[C@H](C/C(=C1)/C)C)C)C)CC2=C(NC3=CC=CC=C32)Br)C4=CC=C(C=C4)O)C